COCC(C1=CC=CC2=CC=CC=C12)C=1C(=C(C(=O)N)C=C(C1)[N+](=O)[O-])C (2-methoxy-1-(naphthalen-1-yl)ethyl)-2-methyl-5-nitrobenzamide